C(#N)/C(/C(=O)NCC(CO)O)=C\C1=CC2=CC=C(C=C2C=C1)N1CCCC1 (E)-2-cyano-N-(2,3-dihydroxypropyl)-3-(6-(pyrrolidin-1-yl)naphthalen-2-yl)acrylamide